(S)-2-Amino-3-(2-(5-(naphthalen-1-ylmethoxy)pyridin-2-yl)acetamido)propanoic acid N[C@H](C(=O)O)CNC(CC1=NC=C(C=C1)OCC1=CC=CC2=CC=CC=C12)=O